tert-butyl (2S,6S)-4-[2-(tert-butoxycarbonylamino)-4-[(7-fluoro-2-methyl-indazol-5-yl)carbamoyl]-1,3-benzothiazol-7-yl]-2,6-dimethyl-piperazine-1-carboxylate C(C)(C)(C)OC(=O)NC=1SC2=C(N1)C(=CC=C2N2C[C@@H](N([C@H](C2)C)C(=O)OC(C)(C)C)C)C(NC2=CC1=CN(N=C1C(=C2)F)C)=O